(4-Bromophenyl)(tetrahydro-2H-pyran-4-yl)methanone BrC1=CC=C(C=C1)C(=O)C1CCOCC1